OCCCCN(CCCCCCCC(=O)OCC(CCC(C)C)C(C)C)CCCCCCCC(=O)OCC(CCC(C)C)C(C)C bis(2-isopropyl-5-methylhexyl) 8,8'-((4-hydroxybutyl)azanediyl)dioctanoate